triazolo[4,5-b]pyridin-3-yl 5-methylpyrazolo[1,5-a]pyridine-3-carboxylate CC1=CC=2N(C=C1)N=CC2C(=O)ON2N=NC=1C2=NC=CC1